OC=1C(=CC(=C2C[C@H](OC(C12)=O)C)C)C1=CC=C(C=C1)C(F)(F)F (R)-8-hydroxyl-3,5-dimethyl-7-(4-(trifluoromethyl)phenyl)isochroman-1-one